(S)-1-(2-((S)-3-(benzofuran-7-ylamino)pyrrolidin-1-yl)acetyl)-4,4-difluoropyrrolidine-2-carbonitrile O1C=CC2=C1C(=CC=C2)N[C@@H]2CN(CC2)CC(=O)N2[C@@H](CC(C2)(F)F)C#N